COCCOC=1C=C(C=CC1)C1C(C(N(CC1)C(=O)OC(C)(C)C)C)COC=1C=C2C(NCC2=CC1)=O (-)-tert-butyl (trans,trans)-4-[3-(2-methoxyethoxy)phenyl]-2-methyl-3-{[(3-oxo-2,3-dihydro-1H-isoindol-5-yl)oxy]methyl}piperidine-1-carboxylate